1-({3-[(2S)-1-{[(R)-phenyl((3R)-1H,2H,3H,4H-pyrido[2,3-b]pyrazin-3-yl)methyl]amino}propan-2-yl]phenyl}methyl)cyclopropane-1-carboxylic acid C1(=CC=CC=C1)[C@H]([C@H]1CNC2=C(N1)N=CC=C2)NC[C@@H](C)C=2C=C(C=CC2)CC2(CC2)C(=O)O